(S)-N-((R)-1-(6-(1H-pyrazol-4-yl)pyridin-3-yl)-3-(4-hydroxypiperidin-1-yl)propyl)-4,7-difluoro-7-isopropyl-5,6,7,8-tetrahydroacridine-2-carboxamide N1N=CC(=C1)C1=CC=C(C=N1)[C@@H](CCN1CCC(CC1)O)NC(=O)C1=CC2=CC=3C[C@@](CCC3N=C2C(=C1)F)(C(C)C)F